CN1N=CC(=C1)CO (1-Methyl-1H-Pyrazole-4-yl)Methanol